[Zr].[Al] aluminum-zirconium salt